5-((2-bromo-5-iso-propyl-pyridin-4-yl)oxy)-N4-(2-(pyrrolidin-1-yl)ethyl)pyrimidine-2,4-diamine BrC1=NC=C(C(=C1)OC=1C(=NC(=NC1)N)NCCN1CCCC1)C(C)C